3,4-dimethoxy-2-nitrophenol COC=1C(=C(C=CC1OC)O)[N+](=O)[O-]